5-(1-((S)-3-((R)-1-ethoxyethyl)-3-(2-(thiophen-2-yl)ethyl)pyrrolidin-1-yl)cyclopropyl)-2-methylpyridine C(C)O[C@H](C)[C@@]1(CN(CC1)C1(CC1)C=1C=CC(=NC1)C)CCC=1SC=CC1